C1(CC1)[C@@H]1C[C@@H](N(C1)C(=O)N[C@H](\C=C\S(=O)(=O)C)C1CC1)C1=CC=CC=C1 (2R,4S)-4-cyclopropyl-N-((S,E)-1-cyclopropyl-3-(methylsulfonyl)allyl)-2-phenylpyrrolidine-1-carboxamide